(S)-3-(pyridin-3-yl)-5-(8-(Pyrrolidin-2-yl)isochroman-6-yl)-1H-pyrrolo[2,3-b]pyridine N1=CC(=CC=C1)C1=CNC2=NC=C(C=C21)C=2C=C1CCOCC1=C(C2)[C@H]2NCCC2